NC=1C(=NN(C1N)CC)CO 4,5-diamino-1-ethyl-3-hydroxymethylpyrazole